N=1N(N=C2C1C=CC=C2)C=2C=C(C=C(C2O)C(C)(C)C)C(C(=O)O)C 3-(2-benzotriazolyl)-4-hydroxy-5-tert-butylphenyl-propionic acid